BrC=1N=C(C=2N(C1C)N=CN2)Br 6,8-dibromo-5-methyl-[1,2,4]triazolo[1,5-a]pyrazine